ClC1=C(C=2N(C=N1)N=C(N2)NC2CCN(CC2)S(=O)(=O)C)OC(C)C 7-chloro-8-isopropoxy-N-(1-(methylsulfonyl)piperidin-4-yl)-[1,2,4]triazolo[1,5-c]pyrimidin-2-amine